C1(=CC=C(C=C1)P(OC1=C(C=C(C=C1)C(C)(C)C)C(C)(C)C)[O-])C1=CC=C(C=C1)P([O-])[O-] (2,4-di-t-butylphenyl) [1,1-biphenyl]-4,4'-diylbisphosphonite